BrC1=NC=CC(=C1)CNC(OCCCC)=O butyl ((2-bromopyridin-4-yl)methyl)carbamate